4-(hydroxy(pyridin-4-yl)methyl)-1-naphthonitrile OC(C1=CC=C(C2=CC=CC=C12)C#N)C1=CC=NC=C1